C(C)(=O)C1=CC=C(C=C1)N1CCC2(C(C=3C=C(SC3N=C12)C)=O)O 12-(4-Acetylphenyl)-9-hydroxy-5-methyl-4-thia-2,12-diazatricyclo[7.3.0.03,7]dodeca-1,3(7),5-trien-8-on